methylene-bis(1,3-benzenediol) C(C1=C(C=CC=C1O)O)C1=C(C=CC=C1O)O